C(C)(=O)NC=1N=C2N(N=C(C=C2)C=2C=C(C(=NC2)OC)C(=O)NC(C)C2=C(C=CC=C2)OC(F)(F)F)C1 5-{2-acetamidoimidazo[1,2-b]pyridazin-6-yl}-2-methoxy-N-{1-[2-(trifluoro-methoxy)phenyl]ethyl}pyridine-3-carboxamide